FCC(C(=O)[O-])=O 3-fluoropyruvate